5-(naphthalene-2-sulfonamido)isophthalic acid C1=C(C=CC2=CC=CC=C12)S(=O)(=O)NC=1C=C(C=C(C(=O)O)C1)C(=O)O